4-(bromomethyl)-2-(2-fluorophenyl)-1H-pyrrole BrCC=1C=C(NC1)C1=C(C=CC=C1)F